4-(4-Amino-1-(1-(4-((2-aminophenyl)amino)-4-oxobutyl)piperidin-3-yl)-1H-pyrazolo[3,4-d]pyrimidin-3-yl)-N-(4-methylpyridin-2-yl)benzamide NC1=C2C(=NC=N1)N(N=C2C2=CC=C(C(=O)NC1=NC=CC(=C1)C)C=C2)C2CN(CCC2)CCCC(=O)NC2=C(C=CC=C2)N